C(CCCCC)OC=CC=C 1-hexyloxy-1,3-butadiene